FC(CN(CC[C@@H](C(=O)O)NC1=NC(=NC=C1)C(F)(F)F)CCCCC1=NC=2NCCCC2C=C1)F (S)-4-((2,2-difluoroethyl)(4-(5,6,7,8-tetrahydro-1,8-naphthyridin-2-yl)butyl)amino)-2-((2-(trifluoromethyl)pyrimidin-4-yl)amino)butanoic acid